C=1(SC(=CC2=CC=CC21)C(=O)[O-])C(=O)[O-] 6-benzothiophenedicarboxylate